1-(3-fluoro-1-(4-fluorophenyl)propyl)-4-(4,4,5,5-tetramethyl-1,3,2-dioxaborolan-2-yl)-1H-pyrazole FCCC(C1=CC=C(C=C1)F)N1N=CC(=C1)B1OC(C(O1)(C)C)(C)C